BrC1=C(C=C2C(=NC(=NC2=C1F)OCC1(CN(CCC1=CF)C)C)OC)Cl 7-bromo-6-chloro-8-fluoro-2-((4-(fluoromethylene)-1,3-dimethylpiperidin-3-yl)methoxy)-4-methoxyquinazoline